C[N+](C1CCCCC1)(CC)C dimethylethylcyclohexyl-ammonium